bromo-1-(4-fluoro-3-methylphenyl)-5-hydroxy-2-methyl-1H-indole-3-carbonitrile BrC1=C2C(=C(N(C2=CC=C1O)C1=CC(=C(C=C1)F)C)C)C#N